4-(1-hydroxy-2-(methylamino) ethyl)-1,2-phenylenedibutyrate OC(CNC)C1=CC(=C(C=C1)CCCC(=O)[O-])CCCC(=O)[O-]